C(C)(C)(C)OC(NCC1OC1)=O tert-butyl(oxiran-2-ylmethyl)carbamate